2-(5-Bromopentyl)-4-phenyl-2,3-dihydropyridazin-3-one BrCCCCCN1N=CC=C(C1=O)C1=CC=CC=C1